N-(5-((2-(2,2-dimethylpyrrolidin-1-yl)ethyl)carbamoyl)-2-fluorophenyl)-2-(1-methyl-1H-pyrazol-4-yl)pyrazolo[5,1-b]thiazole-7-carboxamide CC1(N(CCC1)CCNC(=O)C=1C=CC(=C(C1)NC(=O)C=1C=NN2C1SC(=C2)C=2C=NN(C2)C)F)C